C(C)(C)(C)[Si](C)(C)OCC1=C(C=C(C=C1C)C#C)C t-butyl-((4-ethynyl-2,6-dimethylbenzyl)oxy)dimethylsilane